3-(5-(2-(4-(4-((4-(((R)-1-(3-Bromophenyl)ethyl)amino)-6-methoxy-2-methyl-quinazolin-7-yl)oxy)butyl)piperazin-1-yl)-2-oxoethoxy)-6-fluoro-1-oxoisoindolin-2-yl)-piperidine-2,6-dione BrC=1C=C(C=CC1)[C@@H](C)NC1=NC(=NC2=CC(=C(C=C12)OC)OCCCCN1CCN(CC1)C(COC=1C=C2CN(C(C2=CC1F)=O)C1C(NC(CC1)=O)=O)=O)C